C(C)(C)(C)OC(=O)N1CC=2NC3=CC=CC=C3C2C[C@H]1C(=O)O N-tert-butoxycarbonyl-(3S)-1,2,3,4-tetrahydro-β-carboline-3-carboxylic acid